C1(CC1)C1=CC(=NC=C1)NCC1=CC(=C(C(=C1)O)N1CC(NS1(=O)=O)=O)F 5-[4-[[(4-cyclopropyl-2-pyridyl)amino]methyl]-2-fluoro-6-hydroxyphenyl]-1,1-dioxo-1,2,5-thiadiazolidin-3-one